FC1=CC=C(C=C1)C1=CC(=NS1)C(=O)Cl 5-(4-fluorophenyl)isothiazole-3-carbonyl chloride